C(C1=CC=CC=C1)OCC=1C=CC(=C(C1)B(O)O)F (5-[(BENZYLOXY)METHYL]-2-FLUOROPHENYL)BORANEDIOL